ethyl 2-((1-bromonaphthalen-2-yl)thio)acetate BrC1=C(C=CC2=CC=CC=C12)SCC(=O)OCC